m-xylene-2,4,6-triol C=1(C(=C(C(=CC1O)O)C)O)C